9-methyl-4-(piperidin-4-yl)-3,4,7,15-tetraazatricyclo[12.3.1.02,6]Octadeca-1(18),2,5,14,16-pentaen-8-one CC1C(NC2=CN(N=C2C=2C=CN=C(CCCC1)C2)C2CCNCC2)=O